(tripropylsiloxy)silane C(CC)[Si](O[SiH3])(CCC)CCC